5-Bromophthalide BrC=1C=C2COC(=O)C2=CC1